C1(CCC1)CC1=C(C(=CC(=C1)F)C1=CC(=NC=C1)OC)NC(=O)N[S@](=O)(=N)C=1OC=C(C1)C(CO)(C)O (R)-N-((2-(cyclobutylmethyl)-4-fluoro-6-(2-methoxypyridin-4-yl)phenyl)carbamoyl)-4-(1,2-dihydroxypropan-2-yl)furan-2-sulfonimidamide